CC=1C=C(C=C(C1O)C)C1=CC(=C(C(=C1)C)O)C 3,3',5,5'-tetramethyl-1,1'-biphenyl-4,4'-diol